4-[[2-(5-fluoro-2-oxo-spiro[benzofuran-3,1'-cyclopropane]-6-yl)acetyl]amino]-N-[1-(trifluoromethyl)cyclopropyl]pyridine-2-carboxamide FC=1C(=CC2=C(C1)C1(CC1)C(O2)=O)CC(=O)NC2=CC(=NC=C2)C(=O)NC2(CC2)C(F)(F)F